(2S,4R)-4-phenoxypyrrolidine-2-carboxylic acid methyl ester COC(=O)[C@H]1NC[C@@H](C1)OC1=CC=CC=C1